N-(17-((4-(((4,5-dimethylthiazol-2-yl)amino)methyl)-3-methylphenyl)amino)-3,6,9,12,15-pentaoxaheptadecyl)acetamide CC=1N=C(SC1C)NCC1=C(C=C(C=C1)NCCOCCOCCOCCOCCOCCNC(C)=O)C